(±)-2-oxo-8-azabicyclo[3.2.1]octane-3,8-dicarboxylic acid 8-tert-butyl ester C(C)(C)(C)OC(=O)N1C2C(C(CC1CC2)C(=O)O)=O